CC(P(C)(C1=C(C=CC=C1)[N+](=O)[O-])=O)C Dimethyl-(2-nitrophenyl)dimethylphosphine oxide